2-(5-amino-3-methyl-1H-pyrazol-1-yl)ethanol NC1=CC(=NN1CCO)C